{4-[6-amino-5-(2,6-dichloro-benzyloxy)-pyridin-3-yl]-phenyl}-[4-(2-hydroxy-ethyl)-piperidin-1-yl]-methanone NC1=C(C=C(C=N1)C1=CC=C(C=C1)C(=O)N1CCC(CC1)CCO)OCC1=C(C=CC=C1Cl)Cl